BrCC=1N=C(SC1C)C(C)=O 1-(4-(bromomethyl)-5-methylthiazol-2-yl)ethanone